ortho-xylidine CC1=C(C(=CC=C1)N)C